N-methyl-1-[3-pyrimidin-5-yl-1-(2-trimethylsilylethoxymethyl)pyrrolo[2,3-b]Pyridin-4-yl]Azepan-4-amine CNC1CCN(CCC1)C1=C2C(=NC=C1)N(C=C2C=2C=NC=NC2)COCC[Si](C)(C)C